FC=1C=NC(=NC1)N[C@@H]1CN(C[C@H]1OCCC1=CC=C(C=C1)C(F)(F)F)C(C=C)=O trans-1-(3-((5-fluoropyrimidin-2-yl)amino)-4-(4-(trifluoromethyl)phenethoxy)pyrrolidin-1-yl)prop-2-en-1-one